C(C)(C)OC1=C(C=CC(=C1)N1CCOCC1)NC(=O)C=1C=NN2C1N=C(C=C2)N[C@H]2CNCCC2 (R)-N-(2-isopropoxy-4-morpholinophenyl)-5-(piperidin-3-ylamino)pyrazolo[1,5-a]pyrimidine-3-carboxamide